FC=1C=C2C(C(=CN(C2=NC1N1CC(C1)N1N=CN=C1)C1=NC=NS1)C(=O)O)=O 6-fluoro-4-oxo-1-(1,2,4-thiadiazol-5-yl)-7-[3-(1H-1,2,4-triazol-1-yl)azetidin-1-yl]1,4-dihydro-1,8-naphthyridine-3-carboxylic acid